BrCCOC=1C=C(C2=C(COC(N2C2CC(C2)(C)O)=O)C1)C(F)(F)F 6-(2-bromoethoxy)-1-[(cis)-3-hydroxy-3-methylcyclobutyl]-8-(trifluoromethyl)-1,4-dihydro-3,1-benzoxazin-2-one